[Re](=O)(=O)(=O)[O-].[NH4+] ammonium perrhenate